C1(=CC=CC=C1)N=CC1=NC=CC=C1 2-(phenyliminomethyl)pyridine